FC(S(=O)(=O)OS(=O)(=O)C(F)(F)F)(F)F trifluoromethylsulfonyl trifluoromethanesulfonate